3-(3-Hydroxy-3-methylbutyl)-1-methyl-5-nitro-1,3-dihydro-2H-benzo[d]imidazol-2-one OC(CCN1C(N(C2=C1C=C(C=C2)[N+](=O)[O-])C)=O)(C)C